C(C)S(=O)(=O)OCC1=C(C(=C(C(=C1F)F)F)F)F (perfluorophenyl)methyl ethanesulfonate